C(C)(C)(C)OC(NCCCCCO[Si](C)(C)C(C)(C)C)=O (5-((tert-butyldimethylsilyl)oxy)pentyl)carbamic acid tert-butyl ester